[NH4+].P(=O)(OCCN(CCCCCCOC)C(CCC1=CC(=CC=C1)OCCCCCCCCCC)=O)(O)O 2-[{3-[3-(Decyloxy)phenyl]propanoyl}(6-methoxyhexyl)amino]ethyl dihydrogen phosphate ammonium salt